OC1(C2=CC=CC=C2C=2C=CC=CC12)C(=O)N[C@@H](C(=O)N[C@H](C[C@@H]1C(NCC1)=O)C(CO)=O)CC(C)(C)C 9-hydroxy-N-((R)-1-(((R)-4-hydroxy-3-oxo-1-((R)-2-oxopyrrolidin-3-yl)butan-2-yl)amino)-4,4-dimethyl-1-oxopentan-2-yl)-9H-fluorene-9-carboxamide